(S)-2-methyl-1-(1-phenylethyl)-4,5-dihydro-1H-pyrrole-3-carboxylic acid methyl ester COC(=O)C1=C(N(CC1)[C@@H](C)C1=CC=CC=C1)C